Cl.CN(C)CC=1SC=C(N1)C(=O)O 2-((dimethylamino)methyl)thiazole-4-carboxylic acid hydrochloride